3-(4-fluorophenoxy)propionitrile FC1=CC=C(OCCC#N)C=C1